C(C)C1=C(C=CC(=C1)OC1=C2C(=NC=C1)NC=C2)N2C(N(CC2=O)C2=CC(=CC=C2)C(F)(F)F)=O 3-[2-ethyl-4-(1H-pyrrolo[2,3-b]pyridin-4-yloxy)phenyl]-1-[3-(trifluoromethyl)phenyl]-2,4-imidazolidinedione